2-((1R,5S,6s)-3-(2-chloro-5-fluoropyrimidin-4-yl)-3-azabicyclo[3.1.0]hexan-6-yl)ethanamine ClC1=NC=C(C(=N1)N1C[C@@H]2C([C@@H]2C1)CCN)F